4-methylphenyl propynyl sulfide C(#CC)SC1=CC=C(C=C1)C